11,11'-(2-bromo-1,3-phenylene)bis(8-(tert-butyl)-11H-benzo[a]carbazole) BrC1=C(C=CC=C1N1C2=CC=C(C=C2C2=CC=C3C(=C12)C=CC=C3)C(C)(C)C)N3C1=CC=C(C=C1C1=CC=C2C(=C31)C=CC=C2)C(C)(C)C